5,6-dihydrobenzene C1=CC=CCC1